[(4S)-7,8-dichloro-6-(2,6-difluorophenyl)-4-methyl-4H-[1,2,4]triazolo[1,5-a][1,4]benzodiazepin-2-yl]-(2-oxa-6-azaspiro[3.3]heptan-6-yl)methanone ClC1=C(C=CC2=C1C(=N[C@H](C=1N2N=C(N1)C(=O)N1CC2(COC2)C1)C)C1=C(C=CC=C1F)F)Cl